7-((6-(2-(dimethylamino)-ethyl)-5-morpholinopyridin-2-yl)amino)-4-(7-fluoroimidazo[1,2-a]pyridin-3-yl)isoindolin-1-one CN(CCC1=C(C=CC(=N1)NC=1C=CC(=C2CNC(C12)=O)C1=CN=C2N1C=CC(=C2)F)N2CCOCC2)C